CN(CCC1=CNC=2C=CC=C(C12)O)C 3-(2-(dimethylamino)ethyl)-17Z-indol-4-ol